6-chloro-3-(((1R)-1-(3,6-dimethyl-2-(3-(1-methyl-1H-pyrazol-4-yl)-3,8-diazabicyclo[3.2.1]octan-8-yl)-4-oxo-3,4-dihydroquinazolin-8-yl)ethyl)amino)-N-(methylsulfonyl)picolinamide ClC1=CC=C(C(=N1)C(=O)NS(=O)(=O)C)N[C@H](C)C=1C=C(C=C2C(N(C(=NC12)N1C2CN(CC1CC2)C=2C=NN(C2)C)C)=O)C